N1C=C(C2=CC=CC=C12)CC1C(N(C(N1)=S)C)=O 5-((1H-indol-3-yl)methyl)-3-methyl-2-thioxoimidazolidin-4-one